Cl.Cl.NCCCCCC1=C(C=CC=C1)C1=CC(=CC=C1)CC1NCCCC1NS(=O)(=O)C N-(2-((2'-(5-aminopentyl)-[1,1'-biphenyl]-3-yl)methyl)piperidin-3-yl)methanesulfonamide dihydrochloride